CC1=CC=CC=2N3C(SC21)=NN=C3 8-methyl-[1,2,4]triazolo[3,4-b][1,3]benzothiazole